5-(5-fluoroisoindolin-2-yl)-N-(1H-indazol-6-yl)-3-isopropyl-7-(1H-pyrazol-4-yl)pyrazolo[1,5-a]pyrimidine-2-carboxamide FC=1C=C2CN(CC2=CC1)C1=NC=2N(C(=C1)C=1C=NNC1)N=C(C2C(C)C)C(=O)NC2=CC=C1C=NNC1=C2